N1N=CC=2C1=NC=C(C2)N2CC1(C2)CC(C1)NC(=O)NC=1N=NC=C(C1)C(F)(F)F 1-(2-(1H-pyrazolo[3,4-b]pyridin-5-yl)-2-azaspiro[3.3]heptan-6-yl)-3-(5-(trifluoromethyl)pyridazin-3-yl)urea